COC(C1=CC=CC=C1O)OC 6-dimethoxymethyl-phenol